CN1N=C(C=C1NC1=NNC2=CC(=CC=C12)[C@@H]1C[C@@]12C(NC1=CC=C(C=C21)OC)=O)C (1r,2s)-2-{3-[(1,3-dimethyl-1H-pyrazol-5-yl)amino]-1H-indazol-6-yl}-5'-methoxyspiro[cyclopropane-1,3'-indol]-2'(1'H)-one